4-(chloromethyl)picolinic acid methyl ester COC(C1=NC=CC(=C1)CCl)=O